t-butyl performate C(=O)OOC(C)(C)C